CC1=C(C=C2C(C3=CC=CC=C3C2=O)=O)C=CC(=C1)C 2-(2,4-dimethylbenzylidene)-1H-indene-1,3(2H)-dione